C(CCC)[S+](C)CCCC di(butyl)methylsulfonium